5-(4-aminopyrrolo[2,1-f][1,2,4]triazin-7-yl)-2-cyanotetrahydrofuran-3,4-dipropionate NC1=NC=NN2C1=CC=C2C2C(C(C(O2)C#N)CCC(=O)[O-])CCC(=O)[O-]